C(C)(C)(C)OC(N(C=1N=CSC1)S(=O)(=O)C1=NC=C(C(=C1)C)Br)=O (5-bromo-4-methylpyridin-2-yl)sulfonyl-(thiazol-4-yl)carbamic acid tert-butyl ester